5-{2-amino-[1,2,4]triazolo[1,5-a]pyridin-7-yl}-N-{[2-(cyclobutylmethoxy)phenyl]methyl}-2-methyl-pyridine-3-carboxamide NC1=NN2C(C=C(C=C2)C=2C=C(C(=NC2)C)C(=O)NCC2=C(C=CC=C2)OCC2CCC2)=N1